ClC=1C=CC(=C(C(=O)O)C1)NC1=C(C(=CC(=C1F)F)F)F 5-chloro-2-(2,3,5,6-tetrafluorophenylamino)benzoic acid